(1S,4S,5S)-tert-butyl-6-benzyl-4-cyano-2,6-diazabicyclo[3.2.0]Heptane C(C)(C)(C)[C@]12NC[C@@H]([C@@H]2N(C1)CC1=CC=CC=C1)C#N